OC=1C=CC=C2C(NC(=NC12)C)=O 8-Hydroxy-2-methylquinazolin-4(3H)-one